FC1(C(CN(CC1)C(=O)OCC1=CC=CC=C1)C1=CC(=NC=C1)C(C(F)(F)F)O)F benzyl 4,4-difluoro-3-(2-(2,2,2-trifluoro-1-hydroxyethyl)pyridin-4-yl)piperidine-1-carboxylate